ClC1=CC(=NC=N1)N(C(OC(C)(C)C)=O)CCN1C(=CC2=C(C=CC=C12)OC)C#N tert-butyl (6-chloropyrimidin-4-yl)(2-(2-cyano-4-methoxy-1H-indol-1-yl)ethyl)carbamate